FC(C=1C(NN=CC1N[C@H](CN1CCC(CC1)C(=O)N1CCN(CC1)C1=NC=C(C=N1)C(F)(F)F)C)=O)(F)F (S)-4-(trifluoromethyl)-5-((1-(4-(4-(5-(trifluoromethyl)pyrimidin-2-yl)piperazine-1-carbonyl)piperidine-1-yl)propan-2-yl)amino)pyridazin-3(2H)-one